(1s,3s)-N3-(4-methoxy-5-(quinolin-6-yl)pyrrolo[2,1-f][1,2,4]triazin-2-yl)-N1,N1,1-trimethylcyclobutane-1,3-diamine COC1=NC(=NN2C1=C(C=C2)C=2C=C1C=CC=NC1=CC2)NC2CC(C2)(N(C)C)C